2-(oxetan-3-yl)pyridine O1CC(C1)C1=NC=CC=C1